C(C)(C)(C)OC(=O)NC=1OC=C(N1)C(=O)NC=1C=C(C=CC1Cl)C=1C=CC(=NC1)OC1CN(CC1)C(=O)OC(C)(C)C tert-Butyl 3-((5-(3-(2-((tert-butoxycarbonyl)amino)oxazole-4-carboxamido)-4-chlorophenyl)pyridin-2-yl)oxy)pyrrolidine-1-carboxylate